[Br-].C[N+]1(CCCCC1)CCCCCCC1=CC=C(C=C1)C=C 1-methyl-1-(6-(4-vinylphenyl)hexyl)piperidin-1-ium bromid